[C@H]12COC[C@H](CC(C1)N(C1=CC=C(N=N1)C1=C(C=C(C=C1)C=1C=NNC1)O)C)N2 2-(6-(((1R,5S,7s)-3-oxa-9-azabicyclo[3.3.1]nonan-7-yl)(methyl)amino)pyridazin-3-yl)-5-(1H-pyrazol-4-yl)phenol